[Cl-].[Cl-].C[Si](=[Zr+2](C1C(=CC2=C(C=CC=C12)C1=CC=C(C=C1)C(C)(C)C)C(C)C)C1C(=C(C2=C(C=CC=C12)C1=CC=C(C=C1)C(C)(C)C)C)C)C dimethyl-silanediyl(3-methyl-4-(4-(tert-butyl)phenyl)-2-methyl-1H-inden-1-yl)(4-(4-(tert-butyl)phenyl)-2-isopropyl-1H-inden-1-yl)Zirconium dichloride